FC(C(=O)O)(F)F.NCCN(C1=C(C=C(C=C1)NC1=NC=2N(C(=C1)NC1CC1)N=CC2C#N)CS(=O)(=O)C)C 5-((4-((2-aminoethyl)(methyl)amino)-3-((methylsulfonyl)methyl)phenyl)amino)-7-(cyclopropylamino)pyrazolo[1,5-a]pyrimidine-3-carbonitrile monotrifluoroacetic acid salt